Tellurium propanediolate C(CC)([O-])[O-].[Te+2]